(trifluoromethyl)oxyAzetidin-3-amine hydrochloride Cl.FC(ON1CC(C1)N)(F)F